diindole C(=C\[In])\C=[In]